CN(C1=CC=C(C=N1)C=1N=C2N(CC1)C=C(C=C2)C2CCN(CC2)C)C 2-[6-(dimethylamino)pyridin-3-yl]-7-(1-methylpiperidin-4-yl)-4H-pyrido[1,2-a]pyrimidin